C1(=CC=CC=C1)C1OC(OCC1)=O 4-phenyl-1,3-dioxan-2-one